CC(CCCC)C(CCCC)CCC 5-methyl-6-propyl-decane